(3R,5S,7S,8R,9S,10S,13R,14S)-3,7-dihydroxy-10,13-dimethylhexadecane O[C@H](CC)CCC[C@@H](CC[C@H](CC[C@@H](CCC)C)C)O